3-fluoro-5-(trifluoromethyl)pyridine-carbaldehyde FC=1C(=NC=C(C1)C(F)(F)F)C=O